[C@H]12CCC#CCC[C@@H]2C1COC(=O)N[C@H](C(NCCOCCOCCOCCOCCOCCOCCOC)=O)CC(=O)O (25S)-25-({[(1R,8S,9S)-bicyclo[6.1.0]non-4-yn-9-ylmethoxy]carbonyl}amino)-24-oxo-2,5,8,11,14,17,20-heptaoxa-23-azaheptacosane-27-oic acid